ClC1=NN2C(N=C(C=C2NCC2(CNC2)C2=CC=C(C=C2)F)C(F)(F)F)=C1 2-Chloro-N-((3-(4-fluorophenyl)azetidin-3-yl)methyl)-5-(trifluoromethyl)pyrazolo[1,5-a]pyrimidin-7-amine